3-((2-(2,6-dioxopiperidin-3-yl)-1-oxoisoindolin-5-yl)methyl)pyrrolidine-1-carboxylic acid tert-butyl ester C(C)(C)(C)OC(=O)N1CC(CC1)CC=1C=C2CN(C(C2=CC1)=O)C1C(NC(CC1)=O)=O